ClC=1C(=C(C(NC1CC)=O)C#N)CC 5-chloro-4,6-diethyl-3-cyanopyridone